4-amino-7-fluoro-N-propyl-8-(5-(trifluoromethyl)pyrimidin-4-yl)isoquinoline-3-carboxamide NC1=C(N=CC2=C(C(=CC=C12)F)C1=NC=NC=C1C(F)(F)F)C(=O)NCCC